FC1([C@@H](CN(C1)CC=1C=C2C=CC(=NC2=CC1)N1C[C@H]2[C@@H](C1)CCO2)OC=2C=C1CN(C(C1=CC2)=O)[C@@H]2C(NC(CC2)=O)=O)F |o1:19,20| (S)-3-(5-(((R)-4,4-difluoro-1-((2-((3aR*,6aR*)-hexahydro-5H-furo[2,3-c]pyrrol-5-yl)quinolin-6-yl)methyl)pyrrolidin-3-yl)oxy)-1-oxoisoindolin-2-yl)piperidine-2,6-dione